[Cu+2].CC(C)(C)P([O-])([O-])=O.N1C(=NC2=C1C=CC=C2)C(C(=O)N2CC(CCC2)N(CCC2=CC=CC=C2)C)C (1H-benzo[d]imidazol-2-yl)-1-(3-(methyl-(phenethyl)amino)piperidin-1-yl)propan-1-one 1,1-dimethylethylphosphonate copper